N-(4-{[6-(5-Chloro-2-Fluorophenyl)Pyridazin-4-yl]Amino}Pyridin-2-yl)-3-(4-Methanesulfonylpiperazin-1-yl)Propanamid ClC=1C=CC(=C(C1)C1=CC(=CN=N1)NC1=CC(=NC=C1)NC(CCN1CCN(CC1)S(=O)(=O)C)=O)F